ClC=1C(=NC(=NC1)NC1=C2C=CC=NC2=CC=C1)NC1=C(C=CC=C1)P(C)(C)=O (2-((5-Chloro-2-(quinolin-5-ylamino)pyrimidin-4-yl)amino)phenyl)dimethylphosphine oxide